L-pyroglutamic acid-14C N1[14C@@H](CCC1=O)C(=O)O